2-methoxy-N-(4-methoxyphenyl)-5-Pyrimidinamine COC1=NC=C(C=N1)NC1=CC=C(C=C1)OC